4-cyclopropyl-6-(((R)-4,4-difluoro-3-methylpiperidin-1-yl)methyl)-2,3-dihydro-1H-pyrrolo[3,4-c]pyridin-1-one C1(CC1)C1=NC(=CC2=C1CNC2=O)CN2C[C@H](C(CC2)(F)F)C